5-[[4-[(2-hydroxy-2-phenyl-acetyl)amino]phenyl]sulfonylamino]thiazole-4-carboxylic acid OC(C(=O)NC1=CC=C(C=C1)S(=O)(=O)NC1=C(N=CS1)C(=O)O)C1=CC=CC=C1